NCCCNCCCCNCCCN E-spermine